OCCN(CCOC=1C=C2CCC(NC2=CC1)=O)CC=1C=NN(C1)C 6-[2-[2-hydroxyethyl-[(1-methylpyrazol-4-yl)methyl]amino]ethoxy]-3,4-dihydro-1H-quinolin-2-one